4,6-dichloro-5-cyanopyrimidine ClC1=NC=NC(=C1C#N)Cl